ClC=1C=CC2=C(N=C(O2)N2CCC3(CC2)CCC(CC3)NC(=O)C=3OC(=CC3)S(=O)(=N)C)C1 N-[3-(5-chloro-1,3-benzoxazol-2-yl)-3-azaspiro[5.5]undecan-9-yl]-5-(methylsulfonimidoyl)furan-2-carboxamide